bis-(acryloyloxyhexyloxy)benzoyloxy-2-methylbenzene C(C=C)(=O)OCCCCCCOC1=C(C(=C(C=C1)OC(C1=CC=CC=C1)=O)C)OCCCCCCOC(C=C)=O